6-(4-cyclopropylpiperazin-1-yl)-2-methyl-3,6,7,8-tetrahydro-4H-cyclopenta[g]quinazolin-4-one C1(CC1)N1CCN(CC1)C1CCC2=C1C=C1C(NC(=NC1=C2)C)=O